2-Cyclopropyl-6-(2'-methoxy-4'-methyl-3,4,5,6-tetrahydro-2H-[1,3']bipyridinyl-4-yl)-7-methyl-4-(2-trifluoromethyl-benzyl)-2,4,6,7-tetrahydro-pyrazolo[4,3-d]pyrimidin-5-one C1(CC1)N1N=C2C(N(C(N(C2C)C2CCN(CC2)C=2C(=NC=CC2C)OC)=O)CC2=C(C=CC=C2)C(F)(F)F)=C1